FC(C(=O)NC1=CC=C(C=C1)[C@@H](C)C1=C(N=CS1)C)([C@H]1COCC1)F |o1:11,&1:19| 2,2-difluoro-N-(4-((R*)-1-(4-methylthiazol-5-yl)ethyl)phenyl)-2-((RS)-tetrahydrofuran-3-yl)acetamide